2-chloro-5-fluoro-3-[(5-fluoropyridin-3-yl)methoxy]pyridine ClC1=NC=C(C=C1OCC=1C=NC=C(C1)F)F